C(C(=C)C)(=O)OCCC[Si](OCC)(OCC)C 3-methacryloyloxypropyl-methyldiethoxysilane